1-(3-((4-((4-(1-(2-Hydroxy-2-methylpropyl)-1H-pyrazol-4-yl)-5-(trifluoromethyl)pyrimidin-2-yl)amino)piperidin-1-yl)sulfonyl)propyl)piperidine-4-carbonitrile OC(CN1N=CC(=C1)C1=NC(=NC=C1C(F)(F)F)NC1CCN(CC1)S(=O)(=O)CCCN1CCC(CC1)C#N)(C)C